isopropoxycarbonyl 4-[4-[[2-[2-[tert-butoxycarbonyl(cyclopropylmethyl)amino]-4-pyridyl]oxazole-4-carbonyl]amino]-3-(difluoromethyl)pyrazol-1-yl]-2-fluoro-benzoate C(C)(C)(C)OC(=O)N(C1=NC=CC(=C1)C=1OC=C(N1)C(=O)NC=1C(=NN(C1)C1=CC(=C(C(=O)OC(=O)OC(C)C)C=C1)F)C(F)F)CC1CC1